FC1=C(C=CC(=C1)F)C(/C=C(/C=O)\C)(CC=C(C)C)C (E)-4-(2,4-difluorophenyl)-2,4,7-trimethylocta-2,6-dienal